3-Chloro-5-[5-methyl-4-(2-oxo-2,3-dihydro-benzooxazol-5-ylamino)-pyrimidin-2-ylamino]-benzonitrile ClC=1C=C(C#N)C=C(C1)NC1=NC=C(C(=N1)NC=1C=CC2=C(NC(O2)=O)C1)C